BrC=1C=2N(C=C(C1)CCS(=O)(=O)C)N=CC2C#N 4-bromo-6-(2-(methylsulfonyl)ethyl)pyrazolo[1,5-a]pyridine-3-carbonitrile